FC=1C=C(C#N)C=C(C1)S(=O)(=O)N1CCC2(CC(C2)=O)CC1 3-fluoro-5-((2-oxo-7-azaspiro[3.5]non-7-yl)sulfonyl)benzonitrile